N-(2-(1H-1,2,4-triazol-1-yl)ethyl)-3-fluoro-5-nitrobiphenyl-2-amine N1(N=CN=C1)CCNC=1C(=CC(=CC1F)[N+](=O)[O-])C1=CC=CC=C1